tripropylammonium tetrakis-(perfluoronaphthyl)borate FC1=C(C2=C(C(=C(C(=C2C(=C1F)F)F)F)F)F)[B-](C1=C(C(=C(C2=C(C(=C(C(=C12)F)F)F)F)F)F)F)(C1=C(C(=C(C2=C(C(=C(C(=C12)F)F)F)F)F)F)F)C1=C(C(=C(C2=C(C(=C(C(=C12)F)F)F)F)F)F)F.C(CC)[NH+](CCC)CCC